CC1(CC(=NO1)OS(=O)(=O)C1=CC=C(C=C1)[N+](=O)[O-])C 5,5-dimethyl-4,5-dihydro-isoxazol-3-yl-p-nitrobenzenesulfonate